4-((1R,5S,6r)-6-(3-iodo-1-isopropyl-1H-pyrazol-5-yl)bicyclo[3.1.0]hexane-3-yl)-1,4-oxaazepane IC1=NN(C(=C1)C1[C@H]2CC(C[C@@H]12)N1CCOCCC1)C(C)C